COC1=CC=C(C=C1)N1N=C(C=C1)OC1=CC(=C(C=C1C)N=CN(CC)C)C N'-(4-((1-(4-methoxyphenyl)-1H-pyrazol-3-yl)oxy)-2,5-dimethylphenyl)-N-methyl-N-ethylformamidine